Cl.FC(C1N(CCNC1)C(=O)OC(C)(C)C)(F)F tert-Butyl 2-(trifluoromethyl)piperazine-1-carboxylate hydrochloride